(4aR,8aS)-6-(4-(5-Methyl-6-(trifluoromethyl)pyridin-3-yl)piperidine-1-carbonyl)hexahydro-2H-pyrido[4,3-b][1,4]oxazin-3(4H)-one CC=1C=C(C=NC1C(F)(F)F)C1CCN(CC1)C(=O)N1C[C@@H]2[C@@H](OCC(N2)=O)CC1